C(C)(=O)O[C@@H]1CC2=CC[C@H]3[C@@H]4CC(=C([C@@]4(C)CC[C@@H]3[C@]2(CC1)C)N1C=NC2=C1C=CC=C2)C=O 3β-Acetoxy-17-(1H-benzimidazol-1-yl)-16-formylandrosta-5,16-diene